4,7-difluoro-3,3-dimethyl-1H-indol-2-one FC1=C2C(C(NC2=C(C=C1)F)=O)(C)C